FC1(C2CN(CC12)C1=NC(=CC(=N1)C(=O)NNC(C1=C(C=C(C=C1)I)N1CCC2(CC2)CC1)=O)C)F 2-(6,6-difluoro-3-azabicyclo[3.1.0]hexane-3-yl)-N'-(4-iodo-2-(6-azaspiro[2.5]oct-6-yl)benzoyl)-6-methylpyrimidine-4-carbohydrazide